benzyl N-[26-(4-aminophenoxy)-3,6,9,12,15,18,21,24-octaoxahexacosan-1-yl]carbamate NC1=CC=C(OCCOCCOCCOCCOCCOCCOCCOCCOCCNC(OCC2=CC=CC=C2)=O)C=C1